(R)-1-(2,3-difluorophenyl)ethyl (1-methyl-4-(6-methyl-5-(methylsulfonamido) pyridin-2-yl)-1H-1,2,3-triazol-5-yl)carbamate CN1N=NC(=C1NC(O[C@H](C)C1=C(C(=CC=C1)F)F)=O)C1=NC(=C(C=C1)NS(=O)(=O)C)C